BrC(C(=O)OC(C)CC)(Br)Br butan-2-yl 2,2,2-tribromoacetate